[Li+].NC1=NN2C(C=C(C=C2)C=2C=NC(=C(C(=O)[O-])C2)OCCC)=N1 5-(2-amino-[1,2,4]triazolo[1,5-a]pyridin-7-yl)-2-propoxynicotinic acid, lithium salt